2-methoxy-5-methyl-4-[4-(1-methyl-4-piperidyl)piperazin-1-yl]aniline COC1=C(N)C=C(C(=C1)N1CCN(CC1)C1CCN(CC1)C)C